ClC1=CC=C(C=C1)C=1N=C(C2=C(N1)SC(=C2)C)NCCCC2=CC=CC=C2 2-(4-chlorophenyl)-6-methyl-N-(3-phenylpropyl)thieno[2,3-d]pyrimidin-4-amine